N1(CCCCCC1)C[C@H]1C[C@@H](NC1)CONC(=O)[C@H]1N2C(N([C@H](CC1)C2)OS(=O)(=O)O)=O (2S,5R)-N-{[(2R,4S)-4-(Azepan-1-ylmethyl)-pyrrolidin-2-yl]methyloxy}-7-oxo-6-(sulfooxy)-1,6-diazabicyclo[3.2.1]octane-2-carboxamide